(R)-tert-butyl 4-(2-(4-(3-(6-cyano-5-(trifluoromethyl) pyridin-3-yl)-5,5-dimethyl-4-oxo-2-thioxoimidazolidin-1-yl)-2-ethylphenoxy) ethyl)-2-methylpiperazine-1-carboxylate C(#N)C1=C(C=C(C=N1)N1C(N(C(C1=O)(C)C)C1=CC(=C(OCCN2C[C@H](N(CC2)C(=O)OC(C)(C)C)C)C=C1)CC)=S)C(F)(F)F